C(CCCSCCC=O)SCCC=O 3'-(butane-1,4-diylbis(sulfanediyl))dipropionaldehyde